N-((3-Methoxythien-2-yl)methyl)-2-(9-(pyridin-2-yl)-6-oxaspiro[4.6]undecan-9-yl)ethylamine hydrochloride Cl.COC1=C(SC=C1)CNCCC1(CCOC2(CCCC2)CC1)C1=NC=CC=C1